4-{[(3S,4S)-4-fluoropyrrolidin-3-yl]amino}benzamide F[C@@H]1[C@H](CNC1)NC1=CC=C(C(=O)N)C=C1